NC1=NC=CC(=C1C1CC1)OC1=C(C=C(C=C1F)NC(=O)C=1C=NN(C1C(F)(F)F)C=1N=NC=CC1)F N-(4-((2-amino-3-cyclopropylpyridin-4-yl)oxy)-3,5-difluorophenyl)-1-(pyridazine-3-yl)-5-(Trifluoromethyl)-1H-pyrazole-4-carboxamide